The molecule is a peptide anion obtained by deprotonation of the the three carboxy groups and protonation of the amino group of S-(2-carboxy-2-methylbut-3-en-2-yl)-glutathione; major species at pH 7.3. It is a conjugate base of a S-(2-carboxy-2-methylbut-3-en-2-yl)glutathione. CC(C=C)(C(=O)[O-])SC[C@@H](C(=O)NCC(=O)[O-])NC(=O)CC[C@@H](C(=O)[O-])[NH3+]